[15N]nitrous acid [15N](=O)O